FC(OC1CC(C1)C(N)=S)(F)F 3-(trifluoromethoxy)cyclobutanethiocarboxamide